3-(2-ditert-butoxyphosphoryloxy-4,6-dimethyl-phenyl)-3-methyl-butanoic acid C(C)(C)(C)OP(=O)(OC(C)(C)C)OC1=C(C(=CC(=C1)C)C)C(CC(=O)O)(C)C